3-(4-chlorophenyl)-1-[3-(2-methoxypyridin-4-yl)phenyl]Urea ClC1=CC=C(C=C1)NC(NC1=CC(=CC=C1)C1=CC(=NC=C1)OC)=O